O1C(=NC2=C1C=CC=C2)C2=CC=C(C=C2)N 4-(benzo[D]oxazol-2-yl)phenylamine